BrCC1=NC2=CC=C(C=C2N=C1CBr)C 2,3-bis(bromomethyl)-6-methylquinoxaline